ethyl (5-isopropyl-3,6-dimethylheptyl) oxalate C(C(=O)OCCC(CC(C(C)C)C(C)C)C)(=O)OCC